[Cl-].C(C)(C)C1=CC=C(C=C1)[C@@H]([NH3+])C1=CC=CC=C1 (S)-(4-isopropylphenyl)(phenyl)methanaminium chloride